hexahydrophthalic acid sodium salt [Na+].C(C1C(C(=O)[O-])CCCC1)(=O)[O-].[Na+]